5-bromo-10-iodonaphtho[2,1-b]benzofuran BrC1=CC=2OC3=C(C2C=2C=CC=CC12)C=C(C=C3)I